ClC1=CC=C(C[C@H]2CO[C@H](CN2C2CCC(CC2)C=2SC(=NN2)C)CS(=O)(=O)C)C=C1 (2R,5S)-5-(4-Chlorobenzyl)-4-(4-(5-methyl-1,3,4-thiadiazol-2-yl)cyclohexyl)-2-((methylsulfonyl)methyl)morpholin